ethyl-1-Ethyl-3-methylimidazolium sulfate S(=O)(=O)([O-])[O-].C(C)C=1N(C=C[N+]1C)CC.C(C)C=1N(C=C[N+]1C)CC